3-fluoro-5-(1-(3-(8-fluoro-1-oxo-1,2-dihydroisoquinolin-3-yl)propionyl)-1,2,3,6-tetrahydropyridin-4-yl)benzonitrile FC=1C=C(C#N)C=C(C1)C=1CCN(CC1)C(CCC=1NC(C2=C(C=CC=C2C1)F)=O)=O